TRIHYDROXYBENZENE OC=1C(=C(C=CC1)O)O